((7-methoxy-2-methyl-1,2,3,4-tetrahydroisoquinolin-6-yl)amino)-5-((3-methoxypyridin-2-yl)amino)-1,2,4-triazine-6-carboxamide COC1=C(C=C2CCN(CC2=C1)C)NC=1N=NC(=C(N1)NC1=NC=CC=C1OC)C(=O)N